propane-1,3-diyl dioleate C(CCCCCCC\C=C/CCCCCCCC)(=O)OCCCOC(CCCCCCC\C=C/CCCCCCCC)=O